2-methylbutyl-2-(4-hydroxy-3-methoxy-phenyl)acetate CC(COC(CC1=CC(=C(C=C1)O)OC)=O)CC